[C@H]12N(C[C@H](NC1)C2)C2=C(C=C(C=C2)F)NC(=O)C2=[N+](C(=CC=C2)C2=C(C=CC=C2OC)F)[O-] ((2-((1R,4R)-2,5-diazabicyclo[2.2.1]hept-2-yl)-5-fluorophenyl)carbamoyl)-6-(2-fluoro-6-methoxyphenyl)pyridine 1-oxide